(S)-tert-butyl 6-(2-(2-(dimethylamino)ethyl)benzo[d]thiazol-5-yl)-3-methyl-3,4-dihydropyridine-1(2H)-carboxylate CN(CCC=1SC2=C(N1)C=C(C=C2)C2=CC[C@@H](CN2C(=O)OC(C)(C)C)C)C